N[C@@H]1CN(CCC1)C1=NC2=C(N1CC1=NC=C(C(=O)O)C=C1)C=CC=C2 (S)-6-((2-(3-aminopiperidin-1-yl)-1H-benzo[d]imidazol-1-yl)methyl)nicotinic acid